C(C)(C)(C)N(C(O)=O)C1=NC=C(C=C1CC)NC(C(=O)N1[C@H](CC[C@@H](C1)C)C1=CC2=C(NN=C2)S1)=O.C(CCCCC)[Si]1(O[Si](O[SiH](O[SiH](O1)C)C)(C)CC)C |r| hexyl-ethyl-2,4,6,8-tetramethyl-cyclotetrasiloxane rac-tert-butyl-(3-ethyl-5-(2-((2R,5S)-5-methyl-2-(1H-thieno[2,3-c]pyrazol-5-yl)piperidin-1-yl)-2-oxoacetamido)pyridin-2-yl)carbamate